5-(5-(5,6-dimethylpyridin-3-yl)-1-propionyl-4,5-dihydro-1H-pyrazol-3-yl)-4-methylthieno[2,3-b]pyridin-6(7H)-one CC=1C=C(C=NC1C)C1CC(=NN1C(CC)=O)C1=C(C2=C(NC1=O)SC=C2)C